O1CCN(CC1)C[Si]1(OCCSCCO1)C 2-morpholinomethyl-2-methyl-1,3-dioxa-6-thia-2-silacyclooctane